FC1CC2(CC(C2)NC(C)=O)C1 N-{6-fluorospiro[3.3]heptan-2-yl}acetamide